Cl.N[C@@H]1[C@H]([C@H](CCC1)O)C |r| rac-(1S,2R,3S)-3-amino-2-methylcyclohexan-1-ol hydrochloride